(E)-4-(4-methoxyphenyl)-3-buten-2-one COC1=CC=C(C=C1)/C=C/C(C)=O